1,3,5-tri(p-pyridin-3-yl-phenyl)benzene N1=CC(=CC=C1)C1=CC=C(C=C1)C1=CC(=CC(=C1)C1=CC=C(C=C1)C=1C=NC=CC1)C1=CC=C(C=C1)C=1C=NC=CC1